C(C)N(C=1C=C2OC=3C=C(C(=CC3C3(C2=CC1)OC(C1=CC=CC=C13)=O)NC=1C=C(C=CC1)C)C)CC 6'-(diethyl-amino)-3'-methyl-2'-(m-tolylamino)-3H-spiro[isobenzofuran-1,9'-xanthen]-3-one